2,5-dithiazolylpurine N1SC(=CS1)C1=NC=C2NC=NC2=N1